C(C(C)C)N1C2CN(CC1CC2)C2=CC=C(C=C2)C2=CC1=C(C(=N2)C)C=C(N1C)C1=CC=C(C=C1)S(=O)(=O)C 6-(4-(8-isobutyl-3,8-diazabicyclo[3.2.1]oct-3-yl)phenyl)-1,4-dimethyl-2-(4-(methylsulfonyl)phenyl)-1H-pyrrolo[3,2-c]pyridine